NC1=NC=2C=NC(=CC2C2=C1[C@H](OC2)C)C(=O)N2[C@H](COCC2)C2=CC(=C(C=C2)F)C(F)(F)F ((3R)-4-amino-3-methyl-1,3-dihydrofuro[3,4-c][1,7]naphthyridin-8-yl)((3S)-3-(4-fluoro-3-(trifluoromethyl)phenyl)-4-morpholinyl)methanone